lithium mercaptoethanol SC(C)O.[Li]